(3-amino-1,8-naphthyridin-4-yl)dimethylphosphine oxide NC=1C=NC2=NC=CC=C2C1P(C)(C)=O